N1(CCCC1)CCNC1=NC=C(C(=O)N)C=C1 6-((2-(pyrrolidin-1-yl)ethyl)amino)nicotinamide